N-((6S,7S)-5-(3,3-difluoro-2-hydroxy-2-methylpropanoyl)-6-((2,3',5'-trifluoro-[1,1'-biphenyl]-3-yl)methyl)-5-azaspiro[2.4]heptan-7-yl)-1,1-difluoromethanesulfonamide FC(C(C(=O)N1CC2(CC2)[C@@H]([C@@H]1CC=1C(=C(C=CC1)C1=CC(=CC(=C1)F)F)F)NS(=O)(=O)C(F)F)(C)O)F